N[C@@H](C(=O)O)CSN=C1N(CCCN1)CC(=O)O (2S)-2-amino-3-({[1-(carboxymethyl)-1,3-diazinan-2-ylidene]-amino}sulfanyl)-propanoic acid